BrC=1C=C(C2=C(N(N=C2C1)C)C1=CC(=C(C(=O)O)C(=C1)OC)OC(F)F)O.BrC1=CC=2N(C3=CC=CC=C3C2C=C1)C1=NC=C(C(=C1C([2H])([2H])[2H])C1=CC=CC=C1)C([2H])([2H])[2H] 2-bromo-9-[3,5-bis(methyl-d3)-4-phenylpyridin-2-yl]carbazole 4-(6-bromo-4-hydroxy-2-methylindazol-3-yl)-2-(difluoromethoxy)-6-methoxybenzoate